FC=1C=C(CN2CC3C(CC2)=NN(C3=O)CC3=CC=C(C=C3)F)C=C(C1)F 5-(3,5-Difluorobenzyl)-2-(4-fluorobenzyl)-2,3a,4,5,6,7-hexahydro-3H-pyrazolo[4,3-c]pyridin-3-one